(1S)-1-[3-(2,2,2-trifluoroethoxy)phenyl]ethanamine hydrochloride Cl.FC(COC=1C=C(C=CC1)[C@H](C)N)(F)F